(5-(2-(5-(Benzo[d]thiazol-5-yl)-2,5-diazaspiro[3.4]oct-2-yl)-2-oxoacetamido)-3-methylpyridin-2-yl)carbamic acid tert-butyl ester C(C)(C)(C)OC(NC1=NC=C(C=C1C)NC(C(=O)N1CC2(C1)N(CCC2)C=2C=CC1=C(N=CS1)C2)=O)=O